tert-butyloxycarbonyl-(methyl-d3)carbamic acid tert-butyl ester C(C)(C)(C)OC(N(C([2H])([2H])[2H])C(=O)OC(C)(C)C)=O